5-bromo-2-(4-((tert-butyldimethylsilyl)oxy)-2-methylbutan-2-yl)-3-vinylphenyl diisopropyl phosphate P(=O)(OC1=C(C(=CC(=C1)Br)C=C)C(C)(CCO[Si](C)(C)C(C)(C)C)C)(OC(C)C)OC(C)C